7-bromo-N4-(2-methoxyethyl)quinazoline-2,4-diamine BrC1=CC=C2C(=NC(=NC2=C1)N)NCCOC